4-methylthieno[3,2-D][1,2,3]diazaborinin-1(2H)-ol CC=1C2=C(B(NN1)O)C=CS2